5-(4-hydroxybut-1-yn-1-yl)-1-(tetrahydro-2H-pyran-2-yl)-1H-indazole-6-carbaldehyde OCCC#CC=1C=C2C=NN(C2=CC1C=O)C1OCCCC1